C(C)(C)(C)N1CC(NCC1)C=O 4-(tert-butyl)2-formylpiperazin